1-(4-(6-methyl-3-(7-(4-methyl-2H-1,2,3-triazol-2-yl)-1,8-naphthyridin-4-yl)imidazo[1,2-b]pyridazin-7-yl)benzyl)piperidin-4-ol CC=1C(=CC=2N(N1)C(=CN2)C2=CC=NC1=NC(=CC=C21)N2N=CC(=N2)C)C2=CC=C(CN1CCC(CC1)O)C=C2